FC(C1=NNC=N1)(F)F 3-(trifluoromethyl)-[1,2,4]triazol